8-(methylamino)-5-phenyl-2,7-naphthyridin CNC=1N=CC(=C2C=CN=CC12)C1=CC=CC=C1